3,5-dibromo-1-(3-ethoxy-4-methoxyphenyl)pyrazole BrC1=NN(C(=C1)Br)C1=CC(=C(C=C1)OC)OCC